C(CCCCCCC\C=C/CCCCCCCC)(=O)OC[C@@H](OC(CCCCCCC\C=C/CCCCCCCC)=O)COP(=O)(O)OC(C(=O)[O-])CO 1,2-Dioleoyl-sn-glycero-3-phosphoglycerate